ClC=1N=C(C2=C(N1)C(N(C2)C(C)C)=O)NC2=CC=C(C=C2)B2OC(C(O2)(C)C)(C)C 2-chloro-6-isopropyl-4-((4-(4,4,5,5-tetramethyl-1,3,2-dioxaborolan-2-yl)phenyl)amino)-5,6-dihydro-7H-pyrrolo[3,4-d]pyrimidin-7-one